COC(C(C1CCCC1)(C#N)/N=N/C1=CC=C(C=C1)Br)=O 2-[(E)-(4-bromophenyl)azo]-2-cyano-2-cyclopentyl-acetic acid methyl ester